4-(aminomethyl)-1-(5-(2-methoxy-4-(1-methoxycyclopropyl)phenyl)imidazo[2,1-b][1,3,4]thiadiazol-2-yl)piperidin-4-ol methyl-2-morpholinothioate CN1CC(OCC1)C(=S)OC1(CCN(CC1)C1=NN2C(S1)=NC=C2C2=C(C=C(C=C2)C2(CC2)OC)OC)CN